quinoline-1,2-dicarboxylic acid N1(C(C=CC2=CC=CC=C12)C(=O)O)C(=O)O